(2-aminophenyl)-4-(2-methylpropyl)-1,4-diazepan-5-one NC1=C(C=CC=C1)N1CCN(C(CC1)=O)CC(C)C